O[C@@H]1[C@H](CCC12CCN(CC2)S(=O)(=O)N)[C@@H]2N1C(C3=CC=CC=C23)=CN=C1 (1R,2R)-1-Hydroxy-2-[(5S)-5H-imidazo[4,3-a]isoindol-5-yl]-8-azaspiro[4.5]decan-8-sulfonamid